COC=1C(=C(C=C(/C=C/C(=O)O)C1)OC)O 5-methoxy-ferulic acid